Cl.N1(N=CC2=CC=CC=C12)C=1C(=NC=CC1)[C@H](CC1=C(C=CC(=N1)C#N)C)N (S)-6-{2-[3-(1H-indazol-1-yl)pyridine-2-yl]-2-aminoethyl}-5-methylpyridin-2-carbonitrile hydrochloride